Cl.C[C@@H]1N(C2=CC=CC=C2[C@@H](C1)NC1=CC=C(C=C1)NC(=O)C1CNC1)C(CC)=O N-(4-(((2S,4R)-2-methyl-1-propionyl-1,2,3,4-tetrahydroquinolin-4-yl)amino)phenyl)azetidine-3-carboxamide hydrochloride